C(CC)[N+](CC1=CC=CC=C1)(CCC)CCC Tri-n-Propylbenzylammonium